tetradecyl ether phosphate P(=O)(O)(O)O.C(CCCCCCCCCCCCC)OCCCCCCCCCCCCCC